C(C1=CC=CC=C1)N1C=2N(CCC1=O)C1=C(N2)C(=CC(=C1)C1=NC(=NC=C1Cl)N[C@H]1[C@@H](COCC1)O)F 1-benzyl-7-(5-chloro-2-(((3S,4R)-3-hydroxytetrahydro-2H-pyran-4-yl)amino)pyrimidin-4-yl)-9-fluoro-3,4-dihydrobenzo[4,5]imidazo[1,2-a]pyrimidin-2(1H)-one